((1S,6R,7R)-7-(2-fluorophenyl)-3-(3-(5-methylquinolin-6-yl)-1H-pyrazolo[3,4-b]pyrazin-6-yl)-3-azabicyclo[4.1.0]heptan-7-yl)methanamine FC1=C(C=CC=C1)[C@]1([C@@H]2CCN(C[C@H]12)C1=CN=C2C(=N1)NN=C2C=2C(=C1C=CC=NC1=CC2)C)CN